(4-(N-(3-(tert-butyl)-5-cyclopropylbenzyl)-2-(N-(2-fluorobenzyl)-(2,3,4,5,6-pentafluoro-phenyl)sulfonamido)acetamido)phenyl)boronic acid C(C)(C)(C)C=1C=C(CN(C(CN(S(=O)(=O)C2=C(C(=C(C(=C2F)F)F)F)F)CC2=C(C=CC=C2)F)=O)C2=CC=C(C=C2)B(O)O)C=C(C1)C1CC1